FC1=C(C(=O)NC(=O)NC2=C(C=C(C=C2)C(F)(F)F)F)C(=CC=C1)F 1-(2,6-difluorobenzoyl)-3-[2-fluoro-4-(trifluoromethyl)phenyl]urea